FC=1C(=CC2=C(NC(N2C)=O)C1)C=1CCN(CC1)C(=O)OC(C)(C)C 1-Tert-butyl 4-(6-fluoro-3-methyl-2-oxo-1H-benzimidazol-5-yl)-3,6-dihydro-2H-pyridine-1-carboxylate